6-Chloro-3-(((R)-1-(6-((S)-4-(4-fluorobenzyl)-2-oxooxazolidin-3-yl)-4-methylpyridin-2-yl)ethyl)amino)picolinic acid ClC1=CC=C(C(=N1)C(=O)O)N[C@H](C)C1=NC(=CC(=C1)C)N1C(OC[C@@H]1CC1=CC=C(C=C1)F)=O